ICCCOC(NCCCC)=O iodopropylbutylcarbamat